5-[3,5-dimethoxy-4-(4-piperidylidenemethyl)phenyl]-1,3,4-trimethyl-pyridin COC=1C=C(C=C(C1C=C1CCNCC1)OC)C=1C(=C(CN(C1)C)C)C